BrC(C)C=1C=C(C=C2C(=C(C(=NC12)N1CCOCC1)C)C#N)C 8-(1-bromoethyl)-3,6-dimethyl-2-morpholino-quinoline-4-carbonitrile